N(CCO)(CCO)CCO.C(C(O)C(O)C(=O)O)(=O)O Tartaric acid triethanolamine salt